3-((6'-(2H-tetrazol-5-yl)-[1,1':3',1''-terphenyl]-4-yl)methyl)-2-propyl-1,3-diazaspiro[4.4]non-1-en-4-one N=1NN=NC1C1=CC=C(C=C1C1=CC=C(C=C1)CN1C(=NC2(C1=O)CCCC2)CCC)C2=CC=CC=C2